C(#N)[C@H]1N(CSC1)C(CNC(=O)C1=CC=NC2=CC=C(C=C12)N1C(CCC1)(C)C)=O (R)-N-(2-(4-Cyanothiazolidin-3-yl)-2-oxoethyl)-6-(2,2-dimethylpyrrolidine-1-yl)quinoline-4-carboxamide